1-(2-trityl-2H-tetrazol-5-yl)cyclopropan-1-ol C(C1=CC=CC=C1)(C1=CC=CC=C1)(C1=CC=CC=C1)N1N=C(N=N1)C1(CC1)O